1-((7-(3-(isoquinolin-4-yl)-7,8-dihydro-1,6-naphthyridin-6(5H)-yl)-5,6-dimethyl-3-oxo-[1,2,4]triazolo[4,3-a]pyrimidin-2(3H)-yl)methyl)cyclopropane-1-carbonitrile C1=NC=C(C2=CC=CC=C12)C=1C=NC=2CCN(CC2C1)C1=NC=2N(C(=C1C)C)C(N(N2)CC2(CC2)C#N)=O